COC1=CC=C(C=C1)C1=NC2=CC=CC=C2C(=C1)NCCCNS(=O)(=O)C1=CC=C(C=C1)C=1N=NNN1 N-(3-((2-(4-Methoxyphenyl)quinolin-4-yl)amino)propyl)-4-(2H-tetrazol-5-yl)benzenesulfonamide